C(C1=CC=CC=C1)OC1=C(C(=NC(=C1)C1=C(C=C(C(=C1)C)C(C)(C)C)C)C)CN(CC1=CC=CC=C1)C N-[[4-benzyloxy-6-(4-tert-butyl-2,5-dimethyl-phenyl)-2-methyl-3-pyridyl]methyl]-N-methyl-1-phenyl-methanamine